2-methyl-N-[2-(2,6-dioxo-3-piperidinyl)-3-oxo-isoindolin-5-yl]quinoline-2-carboxamide CC1(NC2=CC=CC=C2C=C1)C(=O)NC=1C=C2C(N(CC2=CC1)C1C(NC(CC1)=O)=O)=O